C(#N)C=1CC=2C=CC=C3C=CC=C(C1C#N)C23 2,3-dicyano-phenalene